COC(=O)C1=CC=C2C(=CNC2=C1)C[C@@H](C)NCC(CO[Si](C1=CC=CC=C1)(C1=CC=CC=C1)C(C)(C)C)(F)F (R)-3-(2-((3-((tert-butyldiphenylsilyl)oxy)-2,2-difluoropropyl)amino)propyl)-1H-indole-6-carboxylic acid methyl ester